2-amino-1-(3-methyl-1,2-oxazol-5-yl)ethanol NCC(O)C1=CC(=NO1)C